sulfur glutathione N[C@H](C(=O)O)CCC(=O)N[C@@H](CS)C(=O)NCC(=O)O.[S]